CC1=C(C=CC=C1)NC(=N)N 1-(o-methylphenyl)guanidine